COC=1C(=C(C=CC1[N+](=O)[O-])C1CCCNC1)C=1C=NN(C1)C 5-(methoxy-2-(1-methyl-1H-pyrazol-4-yl)-4-nitrophenyl)piperidine